tert-butyl ((R)-1-((2S,4S)-2-((1-(2-amino-2-oxoacetyl)cyclohexyl) carbamoyl)-4-(5-(2-hydroxypropan-2-yl)-1H-1,2,3-triazol-1-yl)pyrrolidin-1-yl)-3-cyclohexyl-1-oxopropan-2-yl)carbamate NC(C(=O)C1(CCCCC1)NC(=O)[C@H]1N(C[C@H](C1)N1N=NC=C1C(C)(C)O)C([C@@H](CC1CCCCC1)NC(OC(C)(C)C)=O)=O)=O